isocyanato-2-butene N(=C=O)CC=CC